anti-8-oxo-2'-deoxyguanosine O=C1N([C@H]2C[C@H](O)[C@@H](CO)O2)C2=NC(=NC(C2=N1)=O)N